FC=1C=C2C(=CNC2=CC1)NC(=O)N1CC2=CC=C(C=C2C1)C1=CC(=CC=C1)OC N-(5-fluoro-1H-indol-3-yl)-5-(3-methoxyphenyl)isoindoline-2-carboxamide